N1(C=NC=C1)CCCSC[C@H]([C@H](CSCCCN1C=NC=C1)O)O (2S,3R)-1,4-Bis(3-imidazol-1-ylpropylsulfanyl)butan-2,3-diol